COCCOC1=C(SC=C1)C(=O)[O-] 3-(2-methoxyethoxy)thiophene-2-carboxylate